Cl.C(C)OC(C[C@@H](C=1C(=C(C=C(C1F)C)C1=C(C=CC=C1C)C)F)N)=O (S)-3-amino-3-(2,4-difluoro-2',5,6'-trimethyl-[1,1'-biphenyl]-3-yl)propionic acid ethyl ester hydrochloride